2-(2-bromo-4-pyridyl)acetic acid ethyl ester C(C)OC(CC1=CC(=NC=C1)Br)=O